NC1=CC=C2C(=N1)CCC2NC(=O)C2NCCC2 N-(2-amino-6,7-dihydro-5H-cyclopenta[b]pyridin-5-yl)pyrrolidine-2-carboxamide